ClC1=CC=C(C=C1)C1=CC(=NC(=N1)C=1C=NN(C1)C)C(=O)N[C@@H](CC)C1=CC=C(C=C1)F (S)-6-(4-chlorophenyl)-N-(1-(4-fluorophenyl)n-propyl)-2-(1-methyl-1H-pyrazol-4-yl)pyrimidine-4-formamide